N-[(1R)-1-(6-Methylpyridazin-3-yl)ethyl]-3-(5-methyl-1,3-thiazol-2-yl)-5-(oxetan-3-yloxy)benzamide CC1=CC=C(N=N1)[C@@H](C)NC(C1=CC(=CC(=C1)OC1COC1)C=1SC(=CN1)C)=O